bismuth hyponitrate [N+]([O-])([O-])=NO.[Bi+3].[N+]([O-])([O-])=NO.[N+]([O-])([O-])=NO